(1R)-1-(4-chlorophenyl)-N-methylethanamine ClC1=CC=C(C=C1)[C@@H](C)NC